3-(3-chlorobenzylidene-amino)benzoic acid ClC=1C=C(C=NC=2C=C(C(=O)O)C=CC2)C=CC1